benzophenanthrenyl-(naphthylphenanthrenyl)benzene dimethyl-(S)-2-(3,3-difluorocyclopentyl)malonate COC(C(C(=O)OC)[C@@H]1CC(CC1)(F)F)=O.C1(=C2C=3C=CC=CC3C3=C(C2=CC=C1)C=CC=C3)C3=C(C=CC=C3)C3=C(C=CC=1C2=CC=CC=C2C=CC31)C3=CC=CC1=CC=CC=C31